N1=NSC=2C=NC=CC21 [1,2,3]thiadiazolo[5,4-c]pyridine